F[P-](F)(F)(F)(F)F.N(=[N+]=[N-])C=1N(CC[N+]1C\C=C\CC)C\C=C\CC 2-azido-1,3-di((E)-pent-2-en-1-yl)-4,5-dihydro-1H-imidazol-3-ium hexafluoro-phosphate